N1(CCCC2=CC=CC=C12)C=1C=C(C=CC1)NS(=O)(=O)C=1C=NN(C1)C N-(3-(3,4-DIHYDROQUINOLIN-1(2H)-YL)PHENYL)-1-METHYL-1H-PYRAZOLE-4-SULFONAMIDE